CC(CC(=O)O[C@@H]1[C@H](C([C@H](C1)N1C=2N=C(NC(C2N=C1)=O)N)=C)COC(CC1=CC=CC=C1)=O)C (1S,2R,4S)-4-(2-amino-6-oxo-1H-purin-9(6H)-yl)-3-methylene-2-((2-phenylacetoxy)methyl)cyclopentyl 3-methylbutanoate